Heptaarginine C(C[C@@H](C(=O)N[C@@H](CCCN=C(N)N)C(=O)N[C@@H](CCCN=C(N)N)C(=O)N[C@@H](CCCN=C(N)N)C(=O)N[C@@H](CCCN=C(N)N)C(=O)N[C@@H](CCCN=C(N)N)C(=O)N[C@@H](CCCN=C(N)N)C(=O)O)N)CN=C(N)N